5-bromo-2-(2-(2-methoxyethoxy)ethyl)isoindolin-1-one BrC=1C=C2CN(C(C2=CC1)=O)CCOCCOC